monotriphenylphosphine silver (I) mononitrate [N+](=O)([O-])[O-].[Ag+].C1(=CC=CC=C1)P(C1=CC=CC=C1)C1=CC=CC=C1